5-(3,5-dimethylpiperazin-1-yl)-2,3-dihydro-1,4-benzodioxine CC1CN(CC(N1)C)C1=CC=CC=2OCCOC21